CC(C)(C)C trimethylmethylmethane